(2R)-1-((3R,4R)-4-((R)-amino(4,5-dichloro-2-hydroxyphenyl)methyl)-3-methylpiperidin-1-yl)-2,3-dihydroxypropan-1-one N[C@H]([C@H]1[C@H](CN(CC1)C([C@@H](CO)O)=O)C)C1=C(C=C(C(=C1)Cl)Cl)O